methyl-benzaldehyde CC1=C(C=O)C=CC=C1